S1N=NC(=C1)C1=CC=C(COC2=CC=3C4=C(NC3C=C2)C(CC4)CC(=O)O)C=C1 2-(7-(4-(1,2,3-thiadiazol-4-yl)benzyloxy)-1,2,3,4-tetrahydrocyclopenta[b]indol-3-yl)acetic acid